C(C)O/C=C/C1=NC(=NC=C1)OC1CC2(C1)CCOCC2 4-[(1E)-2-ethoxyethenyl]-2-7-oxaspiro[3.5]nonan-2-yloxypyrimidine